CN(CCCCCC(=O)N(CCCCCCCC)CCCCCCCC)CCCCCC(=O)N(CCCCCCCC)CCCCCCCC 6,6'-(Methylazanediyl)bis(N,N-dioctyl-hexanamide)